3-{3-ethyl-4-[3-(methylsulfonyloxy)propyl]phenyl}propylmethanesulfonic acid C(C)C=1C=C(C=CC1CCCOS(=O)(=O)C)CCCCS(=O)(=O)O